N[C@@]1(CN(CC1)C1=C(C=NC=C1C1=CC(=CC(=C1)C)C)C(=O)NC1CC(CCC1)(F)F)C 4-[(3S)-3-amino-3-methylpyrrolidin-1-yl]-N-(3,3-difluorocyclohexyl)-5-(3,5-dimethylphenyl)pyridine-3-carboxamide